(3S,4R)-4-aminotetrahydro-furan-3-ol N[C@H]1[C@@H](COC1)O